2-ethoxycyclopentadiene C(C)OC1=CCC=C1